ClC=1N=NC(=C(N1)Cl)CC1=CC(=CC=C1)C 3,5-dichloro-6-(3-methylbenzyl)-1,2,4-triazine